C[C@@H]1O[C@@H](CN(C1)C(=O)C1=CC=C(C=C1)B1OC(C(O1)(C)C)(C)C)C (cis-2,6-dimethylmorpholino)(4-(4,4,5,5-Tetramethyl-1,3,2-dioxaborolan-2-yl)phenyl)methanone